n-octanoat C(CCCCCCC)(=O)[O-]